8-methoxy-6-(5-methylthiazol-2-yl)-N-((5-(trifluoromethyl)pyridin-2-yl)methyl)quinazolin-4-amine COC=1C=C(C=C2C(=NC=NC12)NCC1=NC=C(C=C1)C(F)(F)F)C=1SC(=CN1)C